(Z)-4-((3-(2-((furan-2-ylmethyl)amino)-2-oxoethyl)-5-methoxy-2-methyl-1H-inden-1-ylidene)methyl)-2,6-dimethoxyphenyl (1-methylpiperidin-4-yl)carbamate CN1CCC(CC1)NC(OC1=C(C=C(C=C1OC)\C=C/1\C(=C(C2=CC(=CC=C12)OC)CC(=O)NCC=1OC=CC1)C)OC)=O